C(#N)C1=C(C=C(C=C1)N1CC(N(C2(CN(C2)C(=O)NC)C1=O)CC1=CC=C(C=C1)C(F)(F)F)=O)F 8-(4-cyano-3-fluorophenyl)-N-methyl-6,9-dioxo-5-(4-(trifluoromethyl)benzyl)-2,5,8-triazaspiro[3.5]-nonane-2-carboxamide